C(CCC)NC1=CC=C(C=2C(C3=CC=CC=C3C(C12)=O)=O)NCCCC 1,4-bis(butylamino)anthracene-9,10-dione